tert-butyl (1R,5S)-3-[3-[[(1R)-1-(3-hydroxy-5-methoxy-phenyl)ethyl]carbamoyl]-4-methyl-phenyl]-3,8-diazabicyclo-[3.2.1]octane-8-carboxylate OC=1C=C(C=C(C1)OC)[C@@H](C)NC(=O)C=1C=C(C=CC1C)N1C[C@H]2CC[C@@H](C1)N2C(=O)OC(C)(C)C